CSC1=NC(=NC(=N1)NC(C)(C)C)NC1CC1 2-methylthio-4-t-Butylamino-6-cyclopropylamino-s-triazine